N-methyl-4,8-dihydroxyl-1,2,3,4-tetrahydroisoquinoline CN1CC2=C(C=CC=C2C(C1)O)O